C1CC12CN(CCC2)CC2=CC1=C(C(N(C=C1C(F)(F)F)C1=CC(=CC=C1)C1(CC(C1)OC)C1=NN=CN1C)=O)N2 2-((5-azaspiro[2.5]octan-5-yl)methyl)-6-(3-((1s,3s)-3-methoxy-1-(4-methyl-4H-1,2,4-triazol-3-yl)cyclobutyl)phenyl)-4-(trifluoromethyl)-1,6-dihydro-7H-pyrrolo[2,3-c]pyridin-7-one